BrC=1C=C(C(=O)OC)C=CC1CN[C@@H](C(F)(F)F)CO methyl (R)-3-bromo-4-(((1,1,1-trifluoro-3-hydroxypropan-2-yl)amino)methyl)benzoate